n-propylzinc bromide CC[CH2-].[Zn+]Br